ClC=1C=C(C=CC1OCC1CC1)O 3-chloro-4-(cyclopropylmethoxy)phenol